5-(2-(methylsulfonyl)-6-(trifluoromethyl)pyrimidin-4-yl)-1-(3-propoxybenzyl)pyridin-2(1H)-one CS(=O)(=O)C1=NC(=CC(=N1)C=1C=CC(N(C1)CC1=CC(=CC=C1)OCCC)=O)C(F)(F)F